ClC=1C=CC(=C(C1)CC(=O)NC1=CCN(C=C1)C(C(C)(C)O)(C)C)O 4-[[2-(5-Chloro-2-hydroxyphenyl)acetyl]amino]-N-(2-hydroxy-1,1,2-trimethylpropyl)pyridin